C(CCCCCCCCC=C)(=O)OCC1=CC=CC=C1 benzyl undeca-10-enoate